3-morpholino-pyrrolidine-1-carboxamide O1CCN(CC1)C1CN(CC1)C(=O)N